Methyl (2-(4-(4-hydroxyphenyl)piperazin-1-yl)-9-(pyridin-4-yl)-9H-purin-6-yl)glycinate OC1=CC=C(C=C1)N1CCN(CC1)C1=NC(=C2N=CN(C2=N1)C1=CC=NC=C1)NCC(=O)OC